C1(=CC=C(C=C1)N1CC2C(C1)CN(C2)C(=O)OC(C)(C)C)C tert-butyl 5-(p-tolyl)hexahydropyrrolo[3,4-c]pyrrole-2(1H)-carboxylate